C=C1C(NC(C(N1)=O)=CC=1N=CN(C1C(C)C)CC1=C(C=C(C=C1)F)F)=O methylene-6-((5-isopropyl-1-(2,4-difluorobenzyl)imidazol-4-yl)methylene)piperazine-2,5-dione